ClC1=C2CCCNC2=CC(=C1OCCCl)Cl 5,7-dichloro-6-(2-chloroethoxy)-1,2,3,4-tetrahydroquinoline